CC(CC=COCCC1=CC=CC=C1)CCC=C(C)C (2-((4,8-dimethylnon-1,7-dien-1-yl)oxy)ethyl)benzene